tert-butyl 2-bromo-4-(2-methoxy-2-oxoethyl)-5-methyl-8-oxo-4,5,6,8-tetrahydrospiro[cyclopenta[d][1,2,4]triazolo[1,5-a]pyrimidine-7,4'-piperidine]-1'-carboxylate BrC1=NN2C(N(C3=C(C2=O)C2(CCN(CC2)C(=O)OC(C)(C)C)CC3C)CC(=O)OC)=N1